C1(CCCCC1)NSC1=NSC2=C1C=CC=C2 N-cyclohexyl-1,2-benzothiazolesulfenamide